C12(CC3CC(CC(C1)C3)C2)NC2=N\C(\C(N2)=O)=C/C=2C=CC3=C(N=CS3)C2 (Z)-2-(adamantan-1-ylamino)-5-(benzo[d]thiazol-5-ylmethylene)-3,5-dihydro-4H-imidazol-4-one